N[C@H]1CN(C[C@@H](C1)F)C(=O)C1=CC2=C(N(C(=N2)C2=CC=3C(=NC(=CC3)C3=CC(=C(C=C3C)O)C)N2CC2CC2)C)C(=C1)OC 4-(2-{5-[(3R,5R)-3-amino-5-fluoropiperidine-1-carbonyl]-7-methoxy-1-methyl-1H-1,3-benzodiazol-2-yl}-1-(cyclopropylmethyl)-1H-pyrrolo[2,3-b]pyridin-6-yl)-2,5-dimethylphenol